N1(CCCCC1)C(=O)C=1C=NN2C1C=CC=C2C=2C=CC(=NC2)C(=O)NC2=CC=NC=C2 5-(3-(piperidine-1-carbonyl)pyrazolo[1,5-a]pyridin-7-yl)-N-(pyridin-4-yl)picolinamide